ClC1=C(C=NC=C1C(=O)OC)C=C methyl 4-chloro-5-vinylnicotinate